C(C)(C)(C)N1C(CCC1)=O 1-(tert-butyl)2-pyrrolidone